3-(N-(benzo[d][1,3]dioxol-5-yl)sulfamoyl)-N-(3,4-dimethylphenyl)benzamide O1COC2=C1C=CC(=C2)NS(=O)(=O)C=2C=C(C(=O)NC1=CC(=C(C=C1)C)C)C=CC2